CC(C)(C)C(CCC1=CC=C(C=C1)Cl)(CN2C=NC=N2)O The molecule is a tertiary alcohol that is pentan-3-ol substituted by a 4-chlorophenyl, methyl, methyl, and a 1H-1,2,4-triazol-1-ylmethyl at positions 1, 4, 4 and 3 respectively. It is a member of monochlorobenzenes, a member of triazoles and a tertiary alcohol.